C(C)(C)(C)OC(=O)N1CC(C[C@H](C1)N1C(CCC1)=O)(F)F (5R)-3,3-difluoro-5-(2-oxopyrrolidin-1-yl)piperidine-1-carboxylic acid tert-butyl ester